C(C)C=1C(NC=2C=C(C=NC2C1)CN1CCC(CC1)(O)C=1C=CC(=NC1)C(=O)NC)=O 5-(1-((7-ethyl-6-oxo-5,6-dihydro-1,5-naphthyridin-3-yl)methyl)-4-hydroxypiperidin-4-yl)-N-methylpyridineamide